BrC1=CC=C(C=C1)NS(=O)(=O)C1=CC(=CC=C1)C(=O)N1C(C(NCC1)=O)C N-(4-bromophenyl)-3-(2-methyl-3-oxopiperazine-1-carbonyl)benzenesulfonamide